C(C1=CC=CC=C1)N1C[C@H]([C@@H](C1)C1=CC(=NC(=C1)C)OC)C#N |r| racemic-(3S,4R)-1-benzyl-4-(2-methoxy-6-methylpyridin-4-yl)pyrrolidine-3-carbonitrile